CN(C(C(=C)C)=O)C N,N,2-trimethyl-acrylamide